sulfinothioyldibenzene S(=S)(C1=CC=CC=C1)C1=CC=CC=C1